COC=1C=C(C=CC1)N1C(=C2C(N(N=CC2=C1C)C=1C=NC(=CC1)N1CCOCC1)=O)C 6-(3-Methoxyphenyl)-5,7-dimethyl-2-(6-morpholinopyridin-3-yl)-2,6-dihydro-1H-pyrrolo[3,4-d]pyridazin-1-one